(2S)-2-[[(3R)-8-hydroxy-3-methyl-1-oxo-3,4-dihydroisochromene-7-carbonyl]amino]-3-phenylpropanoic acid OC=1C(=CC=C2C[C@H](OC(C12)=O)C)C(=O)N[C@H](C(=O)O)CC1=CC=CC=C1